C(OC1=CC=C(C=C1)[N+](=O)[O-])(OC1=CC=C(C=C1)[N+](=O)[O-])=O Bis(4-nitrophenyl) carbonate